α-Methylbiotin CC(CCCC1C2C(CS1)NC(=O)N2)C(=O)O